(R)-1-(1-((3S,5R)-5-(hydroxymethyl)-1-(4,4,4-trifluorobutyl)pyrrolidin-3-yl)-1,6-dihydroimidazo[4,5-d]pyrrolo[2,3-b]pyridin-2-yl)ethan-1-ol OC[C@H]1C[C@@H](CN1CCCC(F)(F)F)N1C(=NC=2C1=C1C(=NC2)NC=C1)[C@@H](C)O